FC(C(=O)O)(F)F.ClC1=C(C(=O)N(C)C)C=CC(=C1)C=1SC(=NN1)N1CC(NCC1)C 2-chloro-N,N-dimethyl-4-(5-(3-methylpiperazin-1-yl)-1,3,4-thiadiazol-2-yl)benzamide 2,2,2-trifluoroacetate